ClC1=CC=C(C(=N1)C1=C(C=NC=C1)F)N 6-chloro-3'-fluoro-[2,4'-bipyridin]-3-amine